arsenic-tungsten [W].[As]